O=C1C(CCCC1)OCCOC1=CC(=NC=C1)N 4-[2-(Oxocyclohexan-2-yloxy)ethoxy]pyridin-2-amine